17-amino-10-oxo-3,6,12,15-tetraoxa-9-azaheptadecanoic acid NCCOCCOCC(NCCOCCOCC(=O)O)=O